C(C)C=1C(=CC(=C(C1)C1=NN=C(N1C1=C(C=C(CN2CCN(CC2)CC2CCN(CC2)C(C)=O)C=C1)F)O)O)O 1-(4-((4-(4-(3-(5-ethyl-2,4-dihydroxyphenyl)-5-hydroxy-4H-1,2,4-triazol-4-yl)-3-fluorobenzyl)piperazin-1-yl)methyl)piperidin-1-yl)ethan-1-one